(R)-1-(Difluoromethyl)-N'-((1',5',6',7'-tetrahydro-2'H-spiro[cyclopropane-1,3'-dicyclopenta[b,e]pyridin]-8'-yl)carbamoyl)-1H-pyrazole-4-sulfonimidamide FC(N1N=CC(=C1)[S@@](=O)(N)=NC(NC1=C2C(=NC3=C1CCC3)C3(CC2)CC3)=O)F